methyl 2-(3-aminoprop-1-yn-1-yl)-4-(4-(3-aminopropanoyl)piperazin-1-yl)benzoate NCC#CC1=C(C(=O)OC)C=CC(=C1)N1CCN(CC1)C(CCN)=O